FC=1C=NN(C1)C1=CC=C(C=N1)CN1C2CN(CC1C2)C2(CCN(CC2)C2=NC(=CC(=N2)NC2=NNC(=C2)C)C)C 2-(4-(6-((6-(4-fluoro-1H-pyrazol-1-yl)pyridin-3-yl)methyl)-3,6-diazabicyclo[3.1.1]heptan-3-yl)-4-methylpiperidin-1-yl)-6-methyl-N-(5-methyl-1H-pyrazol-3-yl)pyrimidin-4-amine